(2,4-dimethyl-5-(3,4,6,7-tetrahydropyrano[3,4-d]imidazol-2-yl)phenyl)(4-(4-fluorophenyl)piperidin-1-yl)methanone CC1=C(C=C(C(=C1)C)C1=NC2=C(N1)COCC2)C(=O)N2CCC(CC2)C2=CC=C(C=C2)F